C(C)OC(=O)C1=NN(C(C=C1)=O)C1=C(C=CC=C1)F (2-fluorophenyl)-6-oxo-1,6-dihydropyridazine-3-carboxylic acid ethyl ester